rac-(1r,2r,3s,4r,5s)-5-hydroxy-3-(1-methyl-3-(trifluoromethyl)-1H-pyrazol-4-yl)-N-(2-methyl-3-(trifluoromethyl)phenyl)-7-oxabicyclo[2.2.1]heptane-2-carboxamide O[C@@H]1[C@H]2[C@@H]([C@H]([C@@H](C1)O2)C(=O)NC2=C(C(=CC=C2)C(F)(F)F)C)C=2C(=NN(C2)C)C(F)(F)F |r|